C(=CCCCCCCCCCC)C(C(=O)OCCCCCCC(C)C)CC(=O)[O-] Monoisononyl dodecenylsuccinate